n-propoxy(pentafluoro)cyclotriphosphazene C(CC)OP1(=NP(=NP(=N1)(F)F)(F)F)F